C(#N)C=1C=C(C=CC1C(F)(F)F)NC(C1=CC=C(C=C1)N1C2(CCC2)C(N(C1=S)C1=CC(=C(C=C1)C#N)C(F)(F)F)=O)=O N-(3-cyano-4-trifluoromethylphenyl)-4-[7-(4-cyano-3-trifluoromethylphenyl)-8-oxo-6-thioxo-5,7-diazaspiro[3.4]oct-5-yl]benzamide